1-(3-tert-butyl-5-fluorophenyl)-2-isopropyl-6-(1,2,3,4-tetrahydroisoquinolin-7-ylamino)-1H-pyrazolo[3,4-d]pyrimidin-3(2H)-one C(C)(C)(C)C=1C=C(C=C(C1)F)N1N(C(C=2C1=NC(=NC2)NC2=CC=C1CCNCC1=C2)=O)C(C)C